7-bromo-4-oxo-1-(propan-2-yl)-1,2,3,4-tetrahydroquinoline-3-carbaldehyde BrC1=CC=C2C(C(CN(C2=C1)C(C)C)C=O)=O